4-methyl-2,4-diphenyl-2-pentene CC(C=C(C)C1=CC=CC=C1)(C)C1=CC=CC=C1